(3R,6S,9S,12S,15S,18R,19R)-9-(aminomethyl)-6-(3-aminopropoxymethyl)-12-cyclohexyl-19-hexyl-15-isobutyl-3,16,18-trimethyl-1-oxa-4,7,10,13,16-pentazacyclononadecane-5,8,11,14,17-pentone NC[C@H]1C(N[C@H](C(N[C@@H](CO[C@@H]([C@H](C(N([C@H](C(N[C@H](C(N1)=O)C1CCCCC1)=O)CC(C)C)C)=O)C)CCCCCC)C)=O)COCCCN)=O